2-nitrophenylmethyl 4-(methacryloyloxy)piperidine-1-carboxylate C(C(=C)C)(=O)OC1CCN(CC1)C(=O)OCC1=C(C=CC=C1)[N+](=O)[O-]